2-hydroxyisopropyl acrylate CC(CO)OC(=O)C=C